CCCCCCCC\C=C/C\C=C/CCCCC (9z,12z)-octadec-9,12-diene